CC1=CC(=NN1)B(O)O (5-methyl-1H-pyrazol-3-yl)boronic acid